C(C)(C)(C)C1=CC=C(C=C1)N1C(C(=CC=C1)O)C 1-(4-(Tert-butyl)phenyl)-3-hydroxy-2-methylpyridine